3-Bromo-5-chloro-2-methylpyridine BrC=1C(=NC=C(C1)Cl)C